tert-butyl (S,E)-2-((3-(7-(dimethylamino)-2-(3,3-dimethylureido)-7-oxohept-5-enamido)-2-oxopyridin-1(2H)-yl)methyl)-4-isobutyl-1H-benzo[d]imidazole-1-carboxylate CN(C(/C=C/CC[C@@H](C(=O)NC=1C(N(C=CC1)CC1=NC2=C(N1C(=O)OC(C)(C)C)C=CC=C2CC(C)C)=O)NC(=O)N(C)C)=O)C